bis[N-(9,9-dimethylfluoren-2-yl)-N-phenylamino]Biphenyl CC1(C2=CC=CC=C2C=2C=CC(=CC12)N(C1=CC=CC=C1)C1=CC=C(C=C1)C1=CC=C(C=C1)N(C1=CC=2C(C3=CC=CC=C3C2C=C1)(C)C)C1=CC=CC=C1)C